1-(2-(5-(3-fluoro-4-(methoxymethyl)phenyl)-1H-imidazol-2-yl)piperidin-1-yl)-2-(methylsulfanyl)propan-1-one FC=1C=C(C=CC1COC)C1=CN=C(N1)C1N(CCCC1)C(C(C)SC)=O